C1(CC1)N1N=C2C=C(C=CC2=C1)[C@@H]1NC[C@H](CC1)C |r| 2-Cyclopropyl-6-[rac-(2R,5S)-5-methyl-2-piperidyl]indazole